N=1N(N=CC1)C1=C(C(=O)O)C=CC=C1 2-([1,2,3]triazol-2-yl)-benzoic acid